ClC=1C=CC(=C2C=CC=NC12)N1C[C@@H](C[C@@H](C1)C)NC(CN1CCOCC1)=O N-[(3R,5S)-1-(8-chloroquinolin-5-yl)-5-methylpiperidin-3-yl]-2-(morpholin-4-yl)acetamide